N[C@H](CCCOC1=CC=C(C(=C1CC=1C=NN2C1N=CN=C2N)Cl)Cl)COCC (R)-8-(6-((4-amino-5-ethoxypentyl)oxy)-2,3-dichlorobenzyl)pyrazolo[1,5-a][1,3,5]triazin-4-amin